C(=O)[O-].[Br-].COC1=C(C=CC(=C1C)OC)CCCC1=C(C=C(OCCCCC2=C(C=CC=C2)P(C2=CC=CC=C2)C2=CC=CC=C2)C=C1)O (4-(4-(3-(2,4-dimethoxy-3-methylphenyl)propyl)-3-hydroxyphenoxy)butyl)triphenylphosphine bromide formate